C(C)(C)(C)NC(O[C@H]1C[C@H](CC1)C1=CC(=NN1)NC(CC=1N=C(SC1)C)=O)=O (1R,3S)-3-(3-{[(2-methyl-1,3-thiazol-4-yl)acetyl]-amino}-1H-pyrazol-5-yl)-cyclopentyl tert-butyl-carbamate